C(C)(C)(C)OC(NCCN1CCN(CCC1)C=1N(C(C(=C(N1)N)SC1=C(C(=CC=C1)Cl)Cl)=O)C)=O tert-butyl(2-(4-(4-amino-5-((2,3-dichlorophenyl)thio)-1-methyl-6-Oxo-1,6-dihydropyrimidin-2-yl)-1,4-diazepan-1-yl)ethyl)carbamate